CC=1C=C(C=CC1OC1=CC2=C(N(N=N2)C)C=C1)NC1=NC=NC2=C1N=C(N=C2)N2C[C@@H]1CN([C@@H]1C2)C(C=C)=O cis-1-((1r,5s)-3-(8-((3-methyl-4-((1-methyl-1H-benzo[d][1,2,3]triazol-5-yl)oxy)phenyl)amino)pyrimido[5,4-d]pyrimidin-2-yl)-3,6-diazabicyclo[3.2.0]heptan-6-yl)prop-2-en-1-one